tert-butyl 6-[8-(1,3-benzothiazol-2-ylcarbamoyl)-3,4-dihydroisoquinolin-2(1H)-yl]-3-{2-methyl-3-[tricyclo[3.3.1.13,7]dec-1-ylcarbamoyl]phenyl}pyridine-2-carboxylate S1C(=NC2=C1C=CC=C2)NC(=O)C=2C=CC=C1CCN(CC21)C2=CC=C(C(=N2)C(=O)OC(C)(C)C)C2=C(C(=CC=C2)C(NC21CC3CC(CC(C2)C3)C1)=O)C